C1(CC1)[C@](COC=1C(=CC(=NC1)C)C1=CC=2N(C=C1)N=C(C2)NC(=O)C2CC2)(C)O (S)-N-[5-[5-(2-cyclopropyl-2-hydroxy-propoxy)-2-methyl-4-pyridyl]pyrazolo[1,5-a]pyridin-2-yl]cyclopropanecarboxamide